propan-2-yl-ethyl-3,4-dihydro-isoquinolin-1-one hydrochloride Cl.CC(C)C1(NC(C2=CC=CC=C2C1)=O)CC